5-Hydroxy-1-(4-methoxybenzyl)-1H-1,2,3-triazole-4-carboxylic acid OC1=C(N=NN1CC1=CC=C(C=C1)OC)C(=O)O